2-(4-chloro-8-(3,4-dimethoxybenzyl)-7-oxo-7,8-dihydropteridin-5(6H)-yl)acetonitrile ClC1=NC=NC=2N(C(CN(C12)CC#N)=O)CC1=CC(=C(C=C1)OC)OC